[N+](=O)([O-])[O-].[N+](=O)([O-])C1=C(C=CC=C1)N1C(=CC=C1)C=C\C=N\NC(=[NH2+])N (E)-N-[1-(2-nitrophenyl)-1H-pyrrol-2-yl-allylideneamino]-guanidinium nitrate